5'-chloro-4,5-dihydro-2H-spiro[furan-3,3'-pyrrolo[3,2-b]pyridin] ClC1=CC=C2C(=N1)C1(C=N2)COCC1